C(C1=CC=CC=C1)N1C(C(CCC1)N(C=1C(=NC2=CC(=CC(=C2N1)[C@@H](C)NC1=C(C(=O)O)C=CC=C1)C)C#N)C)=O 2-(((1R)-1-(3-((1-benzyl-2-oxopiperidin-3-yl)(methyl)amino)-2-cyano-7-methylquinoxalin-5-yl)ethyl)amino)-benzoic acid